(4-(naphthalen-2-ylmethyl)phenyl)ethenesulfonamide ethyl-N-((benzyloxy)carbonyl)-S-(5-methyl-2-(propan-2-ylidene)cyclohexyl)cysteinate C(C)OC([C@@H](NC(=O)OCC1=CC=CC=C1)CSC1C(CCC(C1)C)=C(C)C)=O.C1=C(C=CC2=CC=CC=C12)CC1=CC=C(C=C1)C(=C)S(=O)(=O)N